CN1N=CC=2C1=NC(=CC2N2CC1=C(CC2)N(N=C1C)CC12CCC(CC1)(CC2)N2C[C@H](O[C@@H](C2)C)C)C (2R,6R)-4-(4-((5-(1,6-dimethyl-1H-pyrazolo[3,4-b]pyridin-4-yl)-3-methyl-4,5,6,7-tetrahydro-1H-pyrazolo[4,3-c]pyridin-1-yl)methyl)bicyclo[2.2.2]octan-1-yl)-2,6-dimethylmorpholine